C[C@](N)(CC1=CC(=C(C=C1)O)O)C(=O)O α-Methyl-3,4-dihydroxyphenylalanine